ClC=1C=CC(=C2C=C(NC12)C(=O)N1CC2(CC1C(=O)NC(C[C@H]1C(NCCC1)=O)C#N)CCCCC2)OC 2-(7-Chloro-4-methoxy-1H-indole-2-carbonyl)-N-(1-cyano-2-((S)-2-oxopiperidin-3-yl)ethyl)-2-azaspiro[4.5]decane-3-carboxamide